NCC1=CC=C(CN([C@H]2CCCC=3C=CC=NC23)C[C@@H]2N(CC3=CC=CC=C3C2)C(=O)OC(C)(C)C)C=C1 Tert-butyl (R)-3-(((4-(aminomethyl)benzyl)((S)-5,6,7,8-tetrahydroquinolin-8-yl)amino)methyl)-3,4-dihydroisoquinoline-2(1H)-carboxylate